N1(C=NC=C1)C1=CC=CC(=N1)C(=O)NC1CC(C1)OC 6-(1H-imidazol-1-yl)-N-(3-methoxycyclobutyl)pyridineamide